(2-((3-amino-5-((3S,4S)-4-amino-3-methyl-2-oxa-8-azaspiro[4.5]decan-8-yl)pyrazin-2-yl)thio)-3-chloropyridin-4-yl)dimethylphosphine oxide NC=1C(=NC=C(N1)N1CCC2([C@@H]([C@@H](OC2)C)N)CC1)SC1=NC=CC(=C1Cl)P(C)(C)=O